C(C)(C)C1=CC=C(C2=CC=CC=C12)C1=CC=C(C2=CC=CC=C12)C(C)C 4,4'-diisopropyl-1,1'-binaphthyl